1,2,3-tributylglycerol C(CCC)OCC(OCCCC)COCCCC